2-(1-(2-hydroxyethyl)piperidin-4-yl)-7-methyl-2,4-dihydro-5H-pyrazolo[3,4-c]isoquinolin-5-one OCCN1CCC(CC1)N1N=C2NC(C=3C=C(C=CC3C2=C1)C)=O